OC(C)(C)C1=CN(C2=CC=C(C=C12)N1C(NC2=C(C1=O)C1=C(S2)CCCC1)=O)C 3-(3-(2-hydroxypropan-2-yl)-1-methyl-1H-indol-5-yl)-5,6,7,8-tetrahydrobenzo[4,5]thieno[2,3-d]pyrimidine-2,4(1H,3H)-dione